CC1(OC2=C(C=C1)C=C(C=C2)C=CC=O)C 3-(2,2-dimethyl-2H-1-benzopyran-6-yl)-2-propenal